FC=1C(=NC=CC1N)C1(CCC1)OC 3-fluoro-2-(1-methoxycyclobutyl)pyridin-4-amine